N,N-BIS(4-METHOXYBENZYL)PROP-2-ENE-1-SULFONAMIDE COC1=CC=C(CN(S(=O)(=O)CC=C)CC2=CC=C(C=C2)OC)C=C1